CN1C(=NC=C1)CCOC1=CC=2N(C=C1)C(=CN2)C2=CC(=NC=N2)NCC2=CC=C(C=C2)C=2C=NN(C2)C (6-{7-[2-(1-methyl-1H-imidazol-2-yl)-ethoxy]imidazo[1,2-a]pyridin-3-yl}-pyrimidin-4-yl)-[4-(1-methyl-1H-pyrazol-4-yl)-benzyl]-amine